butyl 4-(4-(chloromethyl)benzyl)piperazine-1-carboxylate ClCC1=CC=C(CN2CCN(CC2)C(=O)OCCCC)C=C1